2-methyl-5-(((s)-1-methylazetidin-2-yl)methoxy)benzamide CC1=C(C(=O)N)C=C(C=C1)OC[C@H]1N(CC1)C